1-butyl-1-methylpiperidinium fluoride [F-].C(CCC)[N+]1(CCCCC1)C